9-fluoro-3-[2-(1-{[5-methyl-3-(trifluoromethyl)-1H-pyrazol-1-yl] acetyl} piperidin-4-yl)-1,3-thiazol-4-yl]-1,5-dihydro-2,4-benzodioxepin-6-yl mesylate S(C)(=O)(=O)OC1=CC=C(C=2COC(OCC21)C=2N=C(SC2)C2CCN(CC2)C(CN2N=C(C=C2C)C(F)(F)F)=O)F